N-phenyl-N-{4'-(2-phenyl-benzooxazol-6-yl)-[1,1']biphenyl-4-yl}-amine C1(=CC=CC=C1)NC1=CC=C(C=C1)C1=CC=C(C=C1)C1=CC2=C(N=C(O2)C2=CC=CC=C2)C=C1